C(C)(C)(C)N(C(=O)N)C(C)(C)C N,N-di-tertiary butyl-urea